BrC1=C(C=CC=C1)[C@@H]1CN(CCN1C)C1=NC(=NC(=C1)C(C)C)N |r| (R/S)-4-(3-(2-bromophenyl)-4-methylpiperazin-1-yl)-6-isopropylpyrimidin-2-amine